7-(3-cyanobenzyl)-4-(4-fluorobenzyl)-6,7,8,9-tetrahydroimidazo[1,2-a]pyrido[3,4-e]pyrimidine-5(4H)-one C(#N)C=1C=C(CN2CC=3C(N(C=4N(C3CC2)C=CN4)CC4=CC=C(C=C4)F)=O)C=CC1